C(C)(C)(C)C1OC[C@@H](N1C(CN1C(O[C@]2(C1=O)CCC1=CC(=CC=C12)NC(=O)NC)=O)=O)C1=CC=CC=C1 (1R)-(3'-(2-((4S)-2-(t-butyl)-4-phenyloxazolidin-3-yl)-2-oxoethyl)-2',4'-dioxo-2,3-dihydrospiro[indene-1,5'-oxazolidine]-5-yl)-3-methylurea